P(=O)(O)(O)OC[C@@H]1[C@H](C[C@@H](O1)N1C(=O)N=C(N)C=C1)O Deoxycytidine-5'-monophosphate